ClCC=1OC(=NN1)C1=CC(=CC=C1)I 2-(chloromethyl)-5-(3-iodophenyl)-1,3,4-oxadiazole